3-(3-cyclopropyl-8-{2-[ethyl(isopropyl)carbamoyl]-4-fluorophenyl}imidazo[1,5-a]pyridin-6-yl)-2,5-dihydro-1H-pyrrole-1-carboxylic acid tert-butyl ester C(C)(C)(C)OC(=O)N1CC(=CC1)C=1C=C(C=2N(C1)C(=NC2)C2CC2)C2=C(C=C(C=C2)F)C(N(C(C)C)CC)=O